3-(4-((2-cyclopropylethyl)((1S,4r)-4-((S)-3-(trifluoromethyl)pyrrolidin-1-yl)cyclohexyl)amino)-1-oxoisoindolin-2-yl)piperidine-2,6-dione C1(CC1)CCN(C1=C2CN(C(C2=CC=C1)=O)C1C(NC(CC1)=O)=O)C1CCC(CC1)N1C[C@H](CC1)C(F)(F)F